COC1=C(C=C(C(=C1)CCC)OC)/C=C(\CO)/[N+](=O)[O-] (E)-3-(2,5-dimethoxy-4-propylphenyl)-2-nitroprop-2-en-1-ol